C1(CC1)N1C(=NC2=C1C=C(C=C2)F)C=2C(=NC=NC2)C(F)F 1-Cyclopropyl-2-(4-(difluoromethyl)pyrimidin-5-yl)-6-fluoro-1H-benzo[d]imidazol